OCC1CC2=C(C(=NC(=C2)OC)C#N)C1 6-(hydroxymethyl)-3-methoxy-6,7-dihydro-5H-cyclopenta[c]Pyridine-1-carbonitrile